ClC1=C(C(=O)NCC2=CC=C(C=C2)C2=NC(=CC=C2)OC)C(=CC=C1)C 2-chloro-N-(4-(6-methoxypyridin-2-yl)benzyl)-6-methylbenzamide